(Z)-4-((4-Fluorophenyl)amino)-6-(methoxyimino)-12-oxo-6,12-dihydroindolo[2,1-b]quinazoline-8-carbonitrile FC1=CC=C(C=C1)NC=1C=CC=C2C(N3C(=NC12)\C(\C1=CC(=CC=C13)C#N)=N/OC)=O